BrC(COCC(CBr)Br)CBr bis-(2,3-dibromopropyl) ether